S1C(=NC2=C1C=CC=C2)NC2=C(C(=C(N=N2)NC=2SC=C(N2)C(=O)O)C)C2CC2 ({6-[(1,3-benzothiazol-2-yl)amino]-5-cyclopropyl-4-methylpyridazin-3-yl}amino)-1,3-thiazole-4-carboxylic acid